oxodiazepine-5(2H)-one O=C1NNC=CC(C1)=O